CC(C)(COP(=O)([O-])OP(=O)([O-])OC[C@@H]1[C@H]([C@H]([C@@H](O1)N2C=NC3=C(N=CN=C32)N)O)OP(=O)([O-])[O-])[C@H](C(=O)NCCC(=O)NCCSC(=O)C4=CC=CC=C4O)O The molecule is an acyl-CoA(4-) that is the tetraanion of 2-hydroxybenzoyl-CoA, arising from deprotonation of phosphate and diphosphate functions; major species at pH 7.3. It is a conjugate base of a 2-hydroxybenzoyl-CoA.